(1-(3-((tert-butyldimethylsilyl)oxy)propyl)piperidin-3-yl)methanol [Si](C)(C)(C(C)(C)C)OCCCN1CC(CCC1)CO